BrCCCN1N=C(C2=CC=C(C=C12)[N+](=O)[O-])C 1-(3-bromopropyl)-3-methyl-6-nitro-1H-indazole